triazolo(4,5-D)-pyrimidine N1N=NC=2N=CN=CC21